NC1CC(C1)=O 3-aminocyclobutanone